N-acetyl-S-(benzyl)-L-cysteine-d3 C(C)(=O)N([C@@](C(SCC1=CC=CC=C1)[2H])(C(=O)O)[2H])[2H]